(S)-3,3-difluoro-4-(4-(2-fluoro-4-nitrophenyl)piperazin-1-yl)piperidine-1-carboxylic acid tert-butyl ester C(C)(C)(C)OC(=O)N1CC([C@H](CC1)N1CCN(CC1)C1=C(C=C(C=C1)[N+](=O)[O-])F)(F)F